[Si](C1=CC=CC=C1)(C1=CC=CC=C1)(C(C)(C)C)OC[C@H]1N(C(C=C1)=O)C(=O)OC(C)(C)C tert-butyl (2S)-2-[[tert-butyl(diphenyl)silyl]oxymethyl]-5-oxo-2H-pyrrole-1-carboxylate